7-(4-fluorobenzoyl)-8-methyl-3-(3-methyl-1,2,4-thiadiazol-5-yl)-5,6,7,8-tetrahydroimidazo[1,5-a]pyrazin-1-yl carbamate C(N)(OC=1N=C(N2C1C(N(CC2)C(C2=CC=C(C=C2)F)=O)C)C2=NC(=NS2)C)=O